NC1=C(C(=NN1C(CO)C)C1=CC=C(C=C1)CC(NC1=CC(=NO1)C12CCC(CC1)(C2)C(F)(F)F)=O)C(=O)N 5-Amino-1-[1-hydroxypropan-2-yl]-3-[4-[([3-[4-(trifluoromethyl)bicyclo[2.2.1]heptan-1-yl]-1,2-oxazol-5-yl]carbamoyl)methyl]phenyl]pyrazole-4-carboxamide